1-(3-methylphenyl)-2,3-dihydropyridin-4-one CC=1C=C(C=CC1)N1CCC(C=C1)=O